2,3,6,7,10,11-hexabutoxytriphenylen-1-amine C(CCC)OC1=C(C=2C3=CC(=C(C=C3C3=CC(=C(C=C3C2C=C1OCCCC)OCCCC)OCCCC)OCCCC)OCCCC)N